2-chloro-6H,7H,8H,9H,10H-cyclohepta[b]quinoline-11-amine hydrochloride Cl.ClC=1C=C2C(=C3C(=NC2=CC1)CCCCC3)N